2-fluoro-5-[(4-oxo-3,4-dihydrophthalazin-1-yl)methyl]benzoic acid FC1=C(C(=O)O)C=C(C=C1)CC1=NNC(C2=CC=CC=C12)=O